OC1=C(C=C(C=C1)O)[PH2]=O 2,5-dihydroxyphenyl-phosphine oxide